ClC1=C2C=CNC2=C(C=C1F)B1OC(C(O1)(C)C)(C)C 4-chloro-5-fluoro-7-(4,4,5,5-tetramethyl-1,3,2-dioxaborolan-2-yl)-1H-indole